CC1(OB(OC1(C)C)C=1C=CC2=C(OC3=C2C(=CC=C3)C3=CC=CC=C3)C1)C 4,4,5,5-tetramethyl-2-(9-phenyldibenzo[b,d]furan-3-yl)-1,3,2-dioxaborolane